C12(CC3CC(CC(C1)C3)C2)C=2C=C(C=CC2OC)C2=C(C=C(C=C2)C=CC(=O)O)CNC(=O)OC(C)(C)C 3-[3'-adamantan-1-yl-2-(tert-butoxycarbonylaminomethyl)-4'-methoxy-biphenyl-4-yl]-acrylic acid